monocarboxyl-imidazolium C(=O)(O)[N+]1=CNC=C1